N-(6-((5-fluoro-2-((2-methoxy-5-methyl-4-(4-(4-methylpiperazin-1-yl)piperidin-1-yl)phenyl)Amino)pyrimidin-4-yl)amino)-2,3-dihydrobenzofuran-5-yl)-N-methylmethanesulfonamide FC=1C(=NC(=NC1)NC1=C(C=C(C(=C1)C)N1CCC(CC1)N1CCN(CC1)C)OC)NC1=CC2=C(CCO2)C=C1N(S(=O)(=O)C)C